C(C)(C)(C)OC(=O)N1CC(S(CC1)(=O)=O)C(=O)O 4-tert-butoxycarbonyl-1,1-dioxo-1,4-thiazinane-2-carboxylic acid